COC=1C=C2C(=NC(=NC2=CC1OC)C)N[C@H](C)C=1C=C(C=CC1)C1=CC(=CC=C1)NS(=O)(=O)C N-(3'-{(1R)-1-[(6,7-dimethoxy-2-methylquinazolin-4-yl)amino]ethyl}biphenyl-3-yl)methanesulfonamide